3-(6-(hydroxymethyl)pyridin-3-yl)oxetane-3-ol OCC1=CC=C(C=N1)C1(COC1)O